OCC1=CC=2NC(C=3N(C2S1)C=CC3C)=O 2-hydroxymethyl-6-methylpyrrolo[1,2-a]thieno[3,2-e]pyrazin-5(4H)one